BrCCCCCCCC(=O)N(CCCCCCCCC)CCCCCCCCC 8-bromo-N,N-dinonyloctanamide